C1(CCC1)N1N=CC=2N=C(N=C(C21)N[C@H](C)C=2C=NC1=CC=CC=C1C2)N2CC(N(CC2)C)=O 4-[1-Cyclobutyl-7-((R)-1-quinolin-3-yl-ethylamino)-1H-pyrazolo[4,3-d]pyrimidin-5-yl]-1-methyl-piperazin-2-on